C(C1=CC=CC=C1)C1OCCN(C1)C=1C=C2C(=CN1)N(N=C2C)C=2C(=C(C=C(C2)C(F)(F)F)O)F 3-(5-(2-Benzylmorpholino)-3-methyl-1H-pyrazolo[3,4-c]pyridin-1-yl)-2-fluoro-5-(trifluoromethyl)phenol